S.C=C ethylene hydrogen sulfide